CN1N=C(C(=C1)C1=NC=NC2=CC(=C(C=C12)NC(CC)=O)C1=NC=NC=C1)C1=CC=CC=C1 N-(4-(1-methyl-3-phenyl-1H-pyrazol-4-yl)-7-(pyrimidin-4-yl)quinazolin-6-yl)propionamide